C(C)(C)(C)C1=C(C(=O)NC2=CC(=C(C=C2)C)NC2=NC=CC=C2C2=C3N=CN(C3=NC=N2)C2OCCCC2)C=CC=C1N(C)C tert-butyl-3-(dimethylamino)-N-(4-methyl-3-(3-(9-(tetrahydro-2H-pyran-2-yl)-9H-purin-6-yl)pyridin-2-ylamino)phenyl)benzamide